CN1C(=NC2=C1C=CC(=C2)C2=C(C=CC(=N2)C#N)C2=CN=C(O2)CC(C(F)(F)F)(C)C)C 6-(1,2-Dimethyl-1H-benzo[d]imidazol-5-yl)-5-(2-(3,3,3-trifluoro-2,2-dimethylpropyl)oxazol-5-yl)picolinonitril